CCCCCCCCCCC#C dodecyne